diethyl oxidomalonate [O-]C(C(=O)OCC)C(=O)OCC